4-[2-(N-(3,3-difluorocyclohexyl)anilino)-2-oxo-ethyl]-1-[(4-isopropylphenyl)methyl]piperidine-4-carboxylic acid FC1(CC(CCC1)N(C1=CC=CC=C1)C(CC1(CCN(CC1)CC1=CC=C(C=C1)C(C)C)C(=O)O)=O)F